3-[[4-amino-8-[2-(dimethylamino)ethoxy]-5,5-dimethyl-6H-benzo[H]quinazolin-7-yl]-methyl-amino]propionitrile NC1=NC=NC=2C3=C(CC(C12)(C)C)C(=C(C=C3)OCCN(C)C)N(CCC#N)C